C(N)(=O)C=1C=[N+](C=CC1)[C@H]1[C@@H]([C@@H]([C@H](O1)COP(=O)([O-])[O-])O)O.C(=O)(O)[C@H]1[NH2+]CCC1 (S)-2-carboxypyrrolidin-1-ium ((2R,3S,4R,5R)-5-(3-carbamoylpyridin-1-ium-1-yl)-3,4-dihydroxytetrahydrofuran-2-yl)methyl-phosphate